C(C)(=O)NC1=CC=C(C=C1)CC(=O)N1C(CC(C1)F)C(=O)NC(C1=CC=C(C=C1)C(C)C)C1=CC=CC=C1 1-[2-(4-acetamidophenyl)acetyl]-4-fluoro-N-{phenyl[4-(propan-2-yl)phenyl]methyl}pyrrolidine-2-carboxamide